C(C)(C)(C)OC(=O)N1[C@H](CN(CC1)C1=NC(=NC=2[C@@H]([C@@]3(CCC12)CCC1=C(C=CC=C13)Cl)F)S(=O)C)CC#N (2S)-4-((1S,8'r)-4-chloro-8'-fluoro-2'-(methylsulfinyl)-2,3,5',8'-tetrahydro-6'H-spiro[indene-1,7'-quinazolin]-4'-yl)-2-(cyanomethyl)piperazine-1-carboxylic acid tert-butyl ester